BrC1=CC=C(C=C(C(=O)OCC)C#N)C=C1 ethyl 4-bromo-α-cyanocinnamate